N1[C@@H]2[C@H](NCCC1)CCC2 (3S,5aR,8aS)-decahydrocyclopenta[b][1,4]diazepin